S(N)(=O)(=O)C1=CC=C(C=C1)CNC(O[C@H]1[C@H](NC[C@@H]1O)CC1=CC=C(C=C1)Cl)=O (2R,3S,4S)-2-[(4-chlorophenyl)methyl]-4-hydroxypyrrolidin-3-yl N-[(4-sulfamoylphenyl)methyl]carbamate